4-amino-5-methyl-2-ethoxypyridine NC1=CC(=NC=C1C)OCC